tert-butyl (2S)-2-{[(4-{3-[(3-fluoro-2-methylphenyl)amino]-4-oxo-1H,5H,6H,7H-pyrrolo[3,2-c]pyridin-2-yl}pyridin-3-yl)oxy]methyl}pyrrolidine-1-carboxylate FC=1C(=C(C=CC1)NC1=C(NC2=C1C(NCC2)=O)C2=C(C=NC=C2)OC[C@H]2N(CCC2)C(=O)OC(C)(C)C)C